CC1=C(C(=O)O[C@@H]2NC(CC2)=O)C=CC=C1 (S)-(5-oxo-pyrrolidin-2-yl) methylbenzoate